Ethyl 1-(4-carbonyl-4H-quinolizin-9-yl)-5-(trifluoromethyl)-1H-pyrazole-4-carboxylate C(=O)=C1C=CC=C2C(=CC=CN12)N1N=CC(=C1C(F)(F)F)C(=O)OCC